(E)-3-(2-(4-((4-fluorophenyl)sulfonamido)piperidin-1-yl)phenyl)-N-hydroxyacrylamide FC1=CC=C(C=C1)S(=O)(=O)NC1CCN(CC1)C1=C(C=CC=C1)/C=C/C(=O)NO